5-bromo-3-((3-nitrophenyl)thio)-1H-indole BrC=1C=C2C(=CNC2=CC1)SC1=CC(=CC=C1)[N+](=O)[O-]